C[C@H]1CN(C2=CC(=CC=C12)S(=O)(=O)N)C(=O)[C@@H]1CC2=CC=C(C=C2C1)C1=NC=CC=C1 (R)-3-methyl-1-((R)-5-(pyridin-2-yl)-2,3-dihydro-1H-indene-2-carbonyl)indoline-6-sulfonamide